OC(CCCC1=CCC(CC1)C=O)(C)C 4-(4-hydroxy-4-methylpentanyl)-3-cyclohexene-1-carbaldehyde